C(#N)C=1C(=NC(=C(C(=O)NC=2C=C(C=CC2)[S@](=O)(C)=NC(OC(C)(C)C)=O)C1C)N1CCC(CCC1)(F)F)C#N tert-butyl (R)-((3-(5,6-dicyano-2-(4,4-difluoroazepan-1-yl)-4-methylnicotinamido)phenyl)(methyl)(oxo)-λ6-sulfaneylidene)carbamate